N-[4-{2-[(5-fluoropyridin-2-yl)amino]-2-oxoethyl}-5,8-dioxo-6-(propan-2-yl)-5,6,7,8-tetrahydro-4H-pyrazolo[1,5-a]pyrrolo[3,4-d]pyrimidin-2-yl]-N2,N2-dimethylglycinamide FC=1C=CC(=NC1)NC(CN1C=2N(C(C3=C1C(N(C3)C(C)C)=O)=O)N=C(C2)NC(CN(C)C)=O)=O